C(C)(=O)OC=1C=CC2=C(N(C(O2)=O)C2=NC=C(C=C2)C(F)(F)F)C1 5-acetoxy-3-(5-(trifluoromethyl)pyridin-2-yl)benzoxazol-2(3H)-one